O=C1NC(CCC1N1C(C2=CC=C(C=C2C1)NC(=O)C=1C=C2C(=NC1)N(N=C2)C)=O)=O N-(2-(2,6-dioxopiperidin-3-yl)-1-oxoisoindolin-5-yl)-1-methyl-1H-pyrazolo[3,4-b]pyridine-5-carboxamide